6-(2,3-Difluorocyclohex-1-en-1-yl)-N2-isopropyl-N4-((R)-1,1,1-trifluoropropan-2-yl)-1,3,5-triazine-2,4-diamine FC1=C(CCCC1F)C1=NC(=NC(=N1)NC(C)C)N[C@@H](C(F)(F)F)C